(Exo)-5-hexyl-4-(3-hydroxyphenyl)-3a-(1-phenylvinyl)-1,2,3,3a,6,6a-hexahydropentalen-1-ol C(CCCCC)C1=C(C2(CCC(C2C1)O)C(=C)C1=CC=CC=C1)C1=CC(=CC=C1)O